C(C)(C)(C)OC(=O)N1CCC2OC2C1 racemic-7-oxa-4-azabicyclo[4.1.0]heptane-4-carboxylic acid tert-butyl ester